CC1=CC(=CC=2NC(OC21)=O)NC2=NC(=NC=C2C)NC2=CC(=CC=C2)S(=O)(=O)C 7-methyl-5-(5-methyl-2-(3-(methylsulfonyl)phenylamino)pyrimidin-4-ylamino)benzo[d]oxazol-2(3H)-one